6-((2-((4aS,8aS)-Hexahydro-2H-pyrido[4,3-b][1,4]oxazin-6(5H)-yl)-1H-benzimidazol-1-yl)methyl)-3-pyridincarbonitril O1[C@@H]2[C@@H](NCC1)CN(CC2)C2=NC1=C(N2CC2=CC=C(C=N2)C#N)C=CC=C1